7-cyclopentyl-2-((5-(4-(4-((2,6-dioxopiperidin-3-yl)amino)benzyl)piperazin-1-yl)pyridin-2-yl)amino)-N,N-dimethyl-7H-pyrrolo[2,3-d]pyrimidine-6-carboxamide C1(CCCC1)N1C(=CC2=C1N=C(N=C2)NC2=NC=C(C=C2)N2CCN(CC2)CC2=CC=C(C=C2)NC2C(NC(CC2)=O)=O)C(=O)N(C)C